C=1N(C=C2C=CC=CC12)CCCC(=O)O 2H-isoindole-2-butyric acid